1-{4-[(1S)-1-[3-(1-fluoro-8-{4-fluoro-2-[(3R)-3-methylmorpholine-4-carbonyl]phenyl}-3-methylimidazo[1,5-a]pyridin-6-yl)azetidin-1-yl]-2-methylpropyl]piperidin-1-yl}ethan-1-one FC=1N=C(N2C1C(=CC(=C2)C2CN(C2)[C@@H](C(C)C)C2CCN(CC2)C(C)=O)C2=C(C=C(C=C2)F)C(=O)N2[C@@H](COCC2)C)C